2,4-dimethyl-2,6-octadien-1-ol CC(CO)=CC(CC=CC)C